5-(4-((4-((4-((3,4-dichloro-2-fluorophenyl)amino)-7-methoxyquinazolin-6-yl)oxy)cyclohexyl)Methyl)piperazin-1-yl-2,2,3,3,5,5,6,6-d8)-2-(2,6-dioxopiperidin-3-yl)isoindole ClC=1C(=C(C=CC1Cl)NC1=NC=NC2=CC(=C(C=C12)OC1CCC(CC1)CN1C(C(N(C(C1([2H])[2H])([2H])[2H])C1=CC2=CN(C=C2C=C1)C1C(NC(CC1)=O)=O)([2H])[2H])([2H])[2H])OC)F